4-hydroxy-4'-(trifluoro)methyltolan OC1=CC=C(C=C1)C#CC1=CC=C(C=C1)C(F)(F)F